CN(C1=CC=C(C=C1)C(C(C=C(C=CC(=O)NO[C@H]1[C@H](O)[C@@H](O)[C@H](O)[C@H](O1)CO)C)C)=O)C 7-[4-(Dimethylamino)phenyl]-N-(β-D-glucopyranosyloxy)-4,6-dimethyl-7-oxo-2,4-heptadienamide